(1R,3R)-2-(bicyclo[1.1.1]pentan-1-yl)-3-methyl-1-(4-((1-propylazetidin-3-yl)oxy)phenyl)-2,3,4,9-tetrahydro-1H-pyrido[3,4-b]indole C12(CC(C1)C2)N2[C@@H](C=1NC3=CC=CC=C3C1C[C@H]2C)C2=CC=C(C=C2)OC2CN(C2)CCC